CC1=CN=NC(=C1)C=C 4-methyl-6-vinylpyridazine